4-[[2-fluoro-6-[2-(trideuteriomethoxy)-4-(trifluoromethoxy)phenoxy]-3-(trifluoromethoxy)benzoyl]amino]pyridine-2-carboxamide FC1=C(C(=O)NC2=CC(=NC=C2)C(=O)N)C(=CC=C1OC(F)(F)F)OC1=C(C=C(C=C1)OC(F)(F)F)OC([2H])([2H])[2H]